nonadecyl 2-bromobutyrate BrC(C(=O)OCCCCCCCCCCCCCCCCCCC)CC